1-[2-fluoro-4-methyl-5-[(2,2,2-trifluoroethyl)sulfinyl]phenyl]-3-(trifluoromethyl)-1H-1,2,4-triazole-5-amine FC1=C(C=C(C(=C1)C)S(=O)CC(F)(F)F)N1N=C(N=C1N)C(F)(F)F